COC(NCC1CCN(CC1)CC1=CC(=NC(=C1)C1=CC(=CC(=C1)Cl)Cl)OC=1C=NC(=NC1)N1CCN2CCC1C2)=O methyl((1-((2-((2-(1,4-diazabicyclo[3.2.1]octan-4-yl) pyrimidin-5-yl)oxy)-6-(3,5-dichlorophenyl)pyridin-4-yl)methyl)piperidin-4-yl)methyl)carbamate